[Cl-].C(C1=CC=CC=C1)[N+](C1=CC=CC=C1)(C)C Benzyl-dimethyl-phenyl-ammonium chloride